(3,5-Bis((E)-3,4-difluorobenzylidene)-4-oxocyclohexyl)-4'-(2-(diethylamino)ethoxy)-[1,1'-biphenyl]-4-carboxamide FC=1C=C(\C=C\2/CC(C\C(\C2=O)=C/C2=CC(=C(C=C2)F)F)C2=C(C=CC(=C2)C(=O)N)C2=CC=C(C=C2)OCCN(CC)CC)C=CC1F